1-(2-methoxyethyl)-2-({4-[2-methyl-2-(pyridin-2-yl)-1,3-benzodioxol-4-yl]piperidin-1-yl}methyl)-1H-benzimidazole-6-carboxylic acid COCCN1C(=NC2=C1C=C(C=C2)C(=O)O)CN2CCC(CC2)C2=CC=CC=1OC(OC12)(C1=NC=CC=C1)C